NC=1C=C(C=C2C=C(NC12)C1=CC=CC=C1)COCCOC1CCC(CC1)O 4-(2-((7-amino-2-phenyl-1H-indol-5-yl)methoxy)ethoxy)cyclohexan-1-ol